BrC=1C=C(C(=O)OC)C=C(C1)\C=C\P(=O)(OCC)OCC methyl (E)-3-bromo-5-(2-(diethoxyphosphoryl)vinyl)benzoate